4-(2-((2-(2,6-dioxopiperidin-3-yl)-1,3-dioxoisoindol-5-yl)oxy)acetamido)-N-methylbutanamide formate C(=O)O.O=C1NC(CCC1N1C(C2=CC=C(C=C2C1=O)OCC(=O)NCCCC(=O)NC)=O)=O